[9-benzyl-4-carbamoyl-8-fluoro-1,2,3,4-tetrahydrocarbazol-5-yl]oxyacetic acid C(C1=CC=CC=C1)N1C2=C(C=CC(=C2C=2C(CCCC12)C(N)=O)OCC(=O)O)F